COC(=O)[C@@H]1CC[C@H](CC1)C=O trans-4-formyl-cyclohexanecarboxylic acid methyl ester